C(C)(C)(C)OC(NC1=NC(=C(C(=N1)OC)CC#N)OC)=O.N1(N=NC2=C1C=CC=C2)CC(=O)NC2=CC=C(C=C2)N2N=C(C=C2C2CCCCC2)C2CCCCC2 2-(1H-benzo[d][1,2,3]triazol-1-yl)-N-[4-(3,5-dicyclohexyl-1H-pyrazol-1-yl)phenyl]acetamide Tert-Butyl-N-[5-(Cyanomethyl)-4,6-Dimethoxy-Pyrimidin-2-Yl]Carbamate